tert-butyl (2R,3S,4S)-4-((tert-butoxycarbonyl)oxy)-3-hydroxy-2-(4-(thiazol-5-yl)benzyl)pyrrolidine-1-carboxylate C(C)(C)(C)OC(=O)O[C@@H]1[C@H]([C@H](N(C1)C(=O)OC(C)(C)C)CC1=CC=C(C=C1)C1=CN=CS1)O